2-hydroxymethylpyrrolo[1,2-a]thieno[3,2-e]pyrazin OCC1=CC=2N=CC=3N(C2S1)C=CC3